C(C)(C)(C)C1=NOC(=N1)C(=O)N[C@H](C)C1=C(C(=C(C=C1)C1=NC=NC(=C1)NC1=NC=C(C=C1)N1CCNCC1)F)C (R)-3-(tert-butyl)-N-(1-(3-fluoro-2-methyl-4-(6-((5-(piperazin-1-yl)pyridin-2-yl)amino)pyrimidin-4-yl)phenyl)ethyl)-1,2,4-oxadiazole-5-carboxamide